(-)-2-methoxy-N-((S)-6-oxo-6,7-dihydro-5H-dibenzo[b,d]azepin-7-yl)-N'-(2,2,3,3,3-pentafluoro-propyl)-malonamide COC(C(=O)N[C@H]1C2=C(C3=C(NC1=O)C=CC=C3)C=CC=C2)C(=O)NCC(C(F)(F)F)(F)F